1-(tert-butoxycarbonyl)-3-(((4-(8-(tert-butoxycarbonyl)-3,8-diazabicyclo[3.2.1]octan-3-yl)-6,8-difluoro-7-(3-(methoxymethoxy)naphthalen-1-yl)quinazolin-2-yl)oxy)methyl)azetidine C(C)(C)(C)OC(=O)N1CC(C1)COC1=NC2=C(C(=C(C=C2C(=N1)N1CC2CCC(C1)N2C(=O)OC(C)(C)C)F)C2=CC(=CC1=CC=CC=C21)OCOC)F